N-((R)-7-((R)-2,7-diazaspiro[4.5]decan-2-yl)chroman-3-yl)-3-amino-6-methylthieno[2,3-b]pyridine-2-carboxamide C1N(CC[C@]12CNCCC2)C2=CC=C1C[C@H](COC1=C2)NC(=O)C2=C(C=1C(=NC(=CC1)C)S2)N